4-methylthiazol-2-yl-hexanamide CC=1N=C(SC1)C(C(=O)N)CCCC